2-(5-Methyl-2-propan-2-ylcyclohexanecarbonylamino)acetic acid ethyl ester C(C)OC(CNC(=O)C1C(CCC(C1)C)C(C)C)=O